[NH2+]1C=CC2=CC=CC=C12 1H-indolium